[Si](C)(C)(C(C)(C)C)OCC(CN1[C@@H](C[C@H](C1=O)F)C(=O)OC)(C)C methyl (2S,4R)-1-(3-((tert-butyldimethylsilyl) oxy)-2,2-dimethylpropyl)-4-fluoro-5-oxopyrrolidine-2-carboxylate